1-isopropyl-1H-pyrazolo[3,4-d]pyrimidine-6-carboxylic acid methyl ester COC(=O)C1=NC=C2C(=N1)N(N=C2)C(C)C